CC(C)C1=CC=C(C=C1)C1CCNCC1 4-[4-(prop-2-yl)phenyl]piperidine